N-Boc-N-Fmoc-L-Lysine C(=O)(OC(C)(C)C)N([C@@H](CCCCN)C(=O)O)C(=O)OCC1C2=CC=CC=C2C2=CC=CC=C12